3-Mercaptobutanoic acid ethyl ester C(C)OC(CC(C)S)=O